ClC1=C(C(=C(C=C1)NC(OC(C)(C)C)=O)F)C(NCCCCl)=O tert-Butyl (4-chloro-3-((3-chloropropyl)carbamoyl)-2-fluorophenyl)carbamate